C(C=C)OC(CCCCC)=O allyl-n-hexanoate